(trans)-2-(2-(triethylsilyl)vinyl)phenol C(C)[Si](/C=C/C1=C(C=CC=C1)O)(CC)CC